2-(4-chloro-2-fluoro-6-(6-((3-methyl-2,6-dioxo-3,6-dihydropyrimidin-1(2H)-yl)methyl)pyrrolo[2,1-f][1,2,4]triazin-4-yl)benzyl)-4-(4-methoxybenzyl)-4-methylmorpholin-4-ium ClC1=CC(=C(CC2C[N+](CCO2)(C)CC2=CC=C(C=C2)OC)C(=C1)C1=NC=NN2C1=CC(=C2)CN2C(N(C=CC2=O)C)=O)F